methyl 4-acetamido-3-iodo-5-methoxybenzoate C(C)(=O)NC1=C(C=C(C(=O)OC)C=C1OC)I